C1(CC1)C(=O)C=1C(=CC(=C(C1C1=CC(=C(C=C1)S(=O)(=O)C)C)C#N)F)F 6-(cyclopropanecarbonyl)-3,5-difluoro-3'-methyl-4'-(Methanesulfonyl)-[1,1'-biphenyl]-2-carbonitrile